2-acetyl-7-[7-(difluoromethyl)-6-[3-(Methoxymethyl)-1-methylpyrazol-4-yl]-3,4-dihydro-2H-quinolin-1-yl]-1,3-dihydroisoindole C(C)(=O)N1CC2=C(C=CC=C2C1)N1CCCC2=CC(=C(C=C12)C(F)F)C=1C(=NN(C1)C)COC